COC1=CC=CC2=C1N(C=N2)C 7-methoxy-1-methyl-1H-benzo[d]imidazole